C(C)(C)(C)OC(=O)NCCC(=O)NC=1C=C(N(C1)C)C(=O)NC=1N=C(N(C1)C)C(=O)NCCC(=O)OCC ethyl 3-{[4-(4-{3-[(tert-butoxycarbonyl)amino] propanamido}-1-methylpyrrole-2-amido)-1-methylimidazol-2-yl]formamido}propanoate